6-chloro-7-{5-ethyl-3-[(1R)-hydroxy-3-(morpholin-4-yl)propyl]-1-methyl-1H-pyrazol-4-yl}-3-{3-[(6-fluoronaphthalen-1-yl)oxy]propyl}-1H-indole-2-carboxylic acid ethyl ester C(C)OC(=O)C=1NC2=C(C(=CC=C2C1CCCOC1=CC=CC2=CC(=CC=C12)F)Cl)C=1C(=NN(C1CC)C)CCC(N1CCOCC1)O